tert-butyl rac-(2R)-2-methylpiperazine-1-carboxylate C[C@H]1N(CCNC1)C(=O)OC(C)(C)C |r|